FC1(CN2C3=CCN4NCC(CNC[C@@H](COC5CCC(CC5C2C1)F)O)C4N3)F (15S)-4,4,9-trifluoro-15-hydroxy-13-oxa-2,17,21,22,25-pentaazapentacyclo[17.5.2.02,6.07,12.022,26]hexacosen